FC(C(C(C(C=O)(F)F)(F)F)(F)F)(C=O)F OctafluorohexaneDial